1-[6-(1,1-Difluoropropyl)-3,3-dimethyl-1H,2H,3H-pyrrolo[3,2-b]pyridin-1-yl]-2-[(2R,5R)-5-methyl-2-{[(3R)-3-methylmorpholin-4-yl]methyl}piperazin-1-yl]ethan-1-one FC(CC)(F)C=1C=C2C(=NC1)C(CN2C(CN2[C@H](CN[C@@H](C2)C)CN2[C@@H](COCC2)C)=O)(C)C